(7S)- and (7R)-12-(benzyloxy)-N-(2,4-difluorobenzyl)-7-(fluoromethyl)-1,11-dioxo-1,4,5,6,7,11-hexahydro-3H-2,7-methanopyrido[1,2-a][1,4]diazonine-10-carboxamide C(C1=CC=CC=C1)OC=1C(C(=CN2C1C(N1CCCC[C@]2(C1)CF)=O)C(=O)NCC1=C(C=C(C=C1)F)F)=O |r|